5-methyl-1-(6-methylpyridin-3-yl)-4-((trimethylsilyl)ethynyl)-1H-imidazole-2-carboxylic acid methyl ester COC(=O)C=1N(C(=C(N1)C#C[Si](C)(C)C)C)C=1C=NC(=CC1)C